COC[C@H](C(=O)O)N1CCN(CC1)C (R)-3-methoxy-2-(4-methylpiperazin-1-yl)propionic acid